C1(CC1)C1=CC=C(C2=C1N=CO2)C=2SC=CN2 4-cyclopropyl-7-(thiazol-2-yl)benzo[d]oxazole